CN1C(CCC1)C=1N=C2N(C=C(C=C2)NC(=O)C=2C=CC3=C(N=CS3)C2)C1 N-[2-(1-methylpyrrolidin-2-yl)imidazo[1,2-a]pyridin-6-yl]-1,3-benzothiazole-5-carboxamide